[Ca].NCN1CCC(C(=C1)NC([2H])([2H])[2H])=O 1-(aminomethyl)-5-((methyl-d3)Amino)-4-oxo-3,4-dihydropyridine calcium